[Na+].C(=C)C1=CC=C(C=C1)S(=O)(=O)[O-] para-vinylbenzenesulfonic acid, sodium salt